NC1=C2N=CN(C2=NC(=N1)Cl)[C@H]1[C@@H]([C@H]([C@H](O1)COC(C(=O)O)C(=O)O)O)O 2-(((2R,3R,4R,5R)-5-(6-amino-2-chloro-9H-purin-9-yl)-3,4-dihydroxytetrahydrofuran-2-yl)methoxy)malonic acid